N[C@@H]([C@@H](C(=O)N1[C@@H](C[C@@H](C1)F)C(=O)OC)O)CC(C)C Methyl (2S,4S)-1-((2S,3R)-3-amino-2-hydroxy-5-methylhexanoyl)-4-fluoropyrrolidine-2-carboxylate